ClC1=CC(=C(COC2=NC=3CN(CCC3C=C2C(F)(F)F)CC2=NC3=C(N=NC(=C3)C(=O)O)N2C[C@H]2OCC2)C=C1)F (S)-6-((2-((4-chloro-2-fluorobenzyl)oxy)-3-(trifluoromethyl)-5,8-dihydro-1,7-naphthyridin-7(6H)-yl)methyl)-7-(oxetan-2-ylmethyl)-7H-imidazo[4,5-c]pyridazine-3-carboxylic acid